Tert-Butyl (1-(4-(dimethoxymethyl)-5-fluoropyridin-3-yl)propan-2-yl)carbamate COC(C1=C(C=NC=C1F)CC(C)NC(OC(C)(C)C)=O)OC